C(C1=CC=CC=C1)OC(=O)N1CCC(CC1)OC1CC(C1)OC=1C=C(C(C(=O)OC)=CC1)C(=O)OC 1,2-dimethyl 4-[(1r,3r)-3-([1-[(benzyloxy)carbonyl]piperidin-4-yl]oxy) cyclobutoxy]phthalate